N(=[N+]=[N-])CC(=O)N[C@@H]1C(O)O[C@@H]([C@H]([C@@H]1O)O)CO N-Azidoacetylmannosamine